COC(C1=C(C(=CC(=C1)F)Br)NC1=C(C=C(C=C1)F)C=O)=O bromo-5-fluoro-2-((4-fluoro-2-formylphenyl)amino)-benzoic acid methyl ester